N-(3-fluorocyclohexyl)-2-(1-methyl-1H-pyrazol-4-yl)thiazole-4-carboxamide FC1CC(CCC1)NC(=O)C=1N=C(SC1)C=1C=NN(C1)C